silver chloric acid Cl(=O)(=O)O.[Ag]